(2R,4R)-1-(3-chloro-2-fluorobenzyl)-2-ethyl-4-((5-fluoro-2-((5-methyl-1H-pyrazol-3-yl)amino)-6-(oxetan-3-yl)pyrimidin-4-yl)methyl)piperidine-4-carboxylic acid ClC=1C(=C(CN2[C@@H](C[C@@](CC2)(C(=O)O)CC2=NC(=NC(=C2F)C2COC2)NC2=NNC(=C2)C)CC)C=CC1)F